2-(4-bromophenyl)benzofuran-6-carbaldehyde BrC1=CC=C(C=C1)C=1OC2=C(C1)C=CC(=C2)C=O